N[C@H](C(=O)O)CC1=CNC2=CC(=CC(=C12)[N+](=O)[O-])C (S)-2-amino-3-(6-methyl-4-nitro-1H-indol-3-yl)propanoic acid